O1C(CCCC1)N1N=CC=2N=CN=CC21 1-tetrahydropyran-2-yl-pyrazolo[4,3-d]pyrimidine